C(C)C1=NC=CC(=C1)C=1SC(=CN1)CNC(=O)C1=CC(=NN1C)C(F)(F)F N-((2-(2-ethylpyridin-4-yl)thiazol-5-yl)methyl)-1-methyl-3-(trifluoromethyl)-1H-pyrazole-5-carboxamide